3-iodo-N-(2-nitrophenyl)-1H-pyrrolo[2,3-b]Pyridin-6-amine IC1=CNC2=NC(=CC=C21)NC2=C(C=CC=C2)[N+](=O)[O-]